allyl formylacetate C(=O)CC(=O)OCC=C